2-Methyl-3-ethyl-4-butoxy-phenol CC1=C(C=CC(=C1CC)OCCCC)O